(S)-5-((((6-(2-chloro-3-(3-chloro-4-((3-fluoro-4-((((S)-2-hydroxypropyl)amino)methyl)pyridin-2-yl)amino)pyridin-2-yl)phenyl)-2-methoxypyridin-3-yl)methyl)amino)methyl)pyrrolidin-2-one ClC1=C(C=CC=C1C1=NC=CC(=C1Cl)NC1=NC=CC(=C1F)CNC[C@H](C)O)C1=CC=C(C(=N1)OC)CNC[C@@H]1CCC(N1)=O